C(C)OC(CCN1C(C(N=C(C2=C1C=CC(=C2)Cl)C2=CC=CC=C2)C2CCCCC2)=O)=O 3-(7-chloro-3-cyclohexyl-2-oxo-5-phenyl-2,3-dihydro-1H-benzo[e][1,4]diazepin-1-yl)propionic acid ethyl ester